5,6-DICHLOROINDOLE-3-CARBOXALDEHYDE ClC=1C=C2C(=CNC2=CC1Cl)C=O